N,N-dimethyl-ammonium ammonium chloride [Cl-].[NH4+].C[NH2+]C.[Cl-]